Benzyl 5-oxo-1,4-diazepane-1-carboxylate O=C1NCCN(CC1)C(=O)OCC1=CC=CC=C1